BrC1=NC=CC(=C1)OCCCCO[Si](C)(C)C(C)(C)C 2-bromo-4-(4-((tert-butyldimethylsilyl)oxy)butoxy)pyridine